COC1=CC=C(CN(S(=O)(=O)C=2C=NC(=C(C2)C=2N=CN(C2)C)NCC2=CC=C(C=C2)S(F)(F)(F)(F)F)C)C=C1 N-(4-methoxybenzyl)-N-methyl-5-(1-methyl-1H-Imidazol-4-yl)-6-((4-(pentafluoro-λ6-sulfanyl)benzyl)amino)pyridine-3-sulfonamide